dibenzo-[1,4]dioxin C1=CC=CC=2OC3=C(OC21)C=CC=C3